C1(CCCC1)N1N=C(C2=CC=C(C=C12)COC1=CC=C(C=C1)C(CC(=O)O)C)C1=CC=C(C=C1)C 3-(4-((1-cyclopentyl-3-(p-tolyl)-1H-indazol-6-yl)methoxy)phenyl)butanoic acid